ClC=1C=C(C=CC1)N1C(C2=CC=CC=C2C=N1)=O 2-(3-chlorophenyl)-2,3-naphthyridin-1-one